(3-(3-(4-chloro-2-methyl-2H-indazol-5-yl)-1H-pyrazolo[3,4-b]pyrazin-6-yl)-7-(5-fluoropyridin-2-yl)-3-azabicyclo[4.1.0]heptan-7-yl)methanamine ClC=1C2=CN(N=C2C=CC1C1=NNC2=NC(=CN=C21)N2CC1C(C1CC2)(C2=NC=C(C=C2)F)CN)C